3-(morpholinomethylethoxymethylsilyl)styrene O1CCN(CC1)C[SiH](C=1C=C(C=C)C=CC1)COCC